C(C1=CC=CC=C1)O[C@@H]([C@@H](C(=O)OCC1=CC=CC=C1)NC(=O)OC(C)(C)C)C (2S,3R)-benzyl 3-(benzyloxy)-2-((tert-butoxycarbonyl)amino)butanoate